2-Chloro-6-(trifluoromethyl)pyrimidine ClC1=NC(=CC=N1)C(F)(F)F